CC(C)CC(=O)NCC(=O)O The molecule is an N-acylglycine in which the acyl group is specified as isovaleryl. It has a role as a human urinary metabolite. It is a conjugate acid of a N-isovalerylglycinate.